NC1=NC(=C2N=CN(C2=N1)[C@H]1C=C[C@H](C1)COP(=O)(OC1=CC=CC=C1)N[C@H](C)C(=O)[O-])NC (R)-(((1S,4R)-4-(2-amino-6-(methylamino)-9H-purin-9-yl)cyclopent-2-en-1-yl)methoxy(phenoxy)phosphoryl)-L-alaninate